tert-butyl (R)-(1-(pyrrolidin-3-yl)cyclopropyl)carbamate N1C[C@@H](CC1)C1(CC1)NC(OC(C)(C)C)=O